FC1=CC(=CC=2OC[C@@H](C(NC21)=O)NC(=O)C2=NNC=1CC[C@H](CC21)C(F)(F)F)F (R)-N-((S)-6,8-difluoro-4-oxo-2,3,4,5-tetrahydrobenzo[b][1,4]oxazepin-3-yl)-5-(trifluoromethyl)-4,5,6,7-tetrahydro-1H-indazole-3-carboxamide